(2S)-2-(7-chloro-1,1-dioxobenzo[f][1,2]thiazepine-2(3H)-yl)-3-(6-fluoro-2,3-dimethylphenyl)butanoic acid ClC=1C=CC2=C(C=CCN(S2(=O)=O)[C@H](C(=O)O)C(C)C2=C(C(=CC=C2F)C)C)C1